3-(Pyrrolidin-3-yl)-1H-indazole N1CC(CC1)C1=NNC2=CC=CC=C12